4-Cyclohexyl-3-(1-methyl-1H-pyrazol-4-yl)-N6-(4-morpholinocyclohexyl)-1H-pyrazolo[3,4-d]pyrimidine-4,6-diamine C1(CCCCC1)C1(C=2C(=NC(=N1)NC1CCC(CC1)N1CCOCC1)NNC2C=2C=NN(C2)C)N